P(=O)(O\C=C/C)([O-])[O-] cis-propenyl phosphate